Perfluorobutanedioic acid FC(C(=O)O)(C(C(=O)O)(F)F)F